1-(2-((4-cyano-2-(methoxycarbonyl)thiophen-3-yl)amino)-2-oxoethyl)-1-(2-(isoxazol-3-ylamino)-2-oxoethyl)-4,4-dimethylpiperidin-1-ium C(#N)C=1C(=C(SC1)C(=O)OC)NC(C[N+]1(CCC(CC1)(C)C)CC(=O)NC1=NOC=C1)=O